C1(CC1)CC1=NN(C(=C1)NC=1N=C(C2=C(N1)C=C(O2)C2=CC=NC=C2)N2CCOCC2)S(=O)(=O)N(C)C 3-(cyclopropylmethyl)-N,N-dimethyl-5-((4-morpholino-6-(pyridin-4-yl)furo[3,2-d]pyrimidin-2-yl)amino)-1H-pyrazole-1-sulfonamide